5-Isothiocyanatopyridinecarbonitrile N(=C=S)C=1C=CC(=NC1)C#N